NC=1C(=NC(=NC1NCC1=C(C=C(C=C1)OC)OC)Cl)C(=O)NCC1=CC(=CC(=C1)C=1C=NN(C1)C1=CC=C(C=C1)F)F 5-Amino-2-chloro-6-((2,4-dimethoxybenzyl)amino)-N-(3-fluoro-5-(1-(4-fluorophenyl)-1H-pyrazole-4-yl)benzyl)pyrimidine-4-carboxamide